Lithium 1-(tert-butoxycarbonyl)-4-[3-(trifluoromethyl)azetidine-1-carbonyl]piperidine-4-carboxylate C(C)(C)(C)OC(=O)N1CCC(CC1)(C(=O)[O-])C(=O)N1CC(C1)C(F)(F)F.[Li+]